allyl 2-fluoroacetate FCC(=O)OCC=C